O1CCN(CC1)C1=NN(C(C2=CC=CC=C12)C#N)C(CC)=O 4-morpholino-2-propionyl-1,2-dihydrophthalazine-1-carbonitrile